(R)-2-(4-(5-amino-6-((1-(1-methylpiperidin-4-yl)-1H-pyrazol-4-yl)oxy)pyrazin-2-yl)-6-(3-methylmorpholino)pyridin-2-yl)propan-2-ol NC=1N=CC(=NC1OC=1C=NN(C1)C1CCN(CC1)C)C1=CC(=NC(=C1)N1[C@@H](COCC1)C)C(C)(C)O